NC1=NC=2C=CC(=CC2C2=C1C=NN2C)C(=O)N(CC2=NC=C(C=C2)C(F)(F)F)N2CCCC2 4-amino-1-methyl-N-pyrrolidin-1-yl-N-[[5-(trifluoromethyl)-2-pyridyl]methyl]pyrazolo[4,3-c]quinoline-8-carboxamide